FC1CC(N(C1)C(CC1=NC=C(C=C1)F)=O)C(=O)NC(C1=CC=C(C=C1)C(C)C)C1=CC=CC=C1 4-fluoro-1-[2-(5-fluoropyridin-2-yl)acetyl]-N-{phenyl[4-(propan-2-yl)phenyl]methyl}pyrrolidine-2-carboxamide